FC(F)(F)C=1C(=C(C2=CC=C3C=CC=C4C=CC1C2=C43)O)O trifluoromethyl-1,2-dihydroxypyrene